4-(2,2-difluoro-1,3-benzodioxan-4-yl)-1H-pyrrole-3-carbonitrile FC1(OC(C2=C(O1)C=CC=C2)C=2C(=CNC2)C#N)F